1-methylthiazol-4-amine CS1C=NC(=C1)N